N1(N=CC=C1)C1=C(C=C(C=C1)[N+](=O)[O-])S(=O)(=O)NCC1=C(C=C(C=C1)OC)OC 1H-pyrazol-1-yl-N-(2,4-Dimethoxybenzyl)-5-nitrobenzenesulfonamide